Cl.Cl.N1=C(NC=2C=NC=3C=CC=CC3C21)CCN 2-(3H-imidazo[4,5-c]quinolin-2-yl)ethan-1-amine dihydrochloride